(1R,2S,3R,4R)-2,3-dihydroxy-4-(hydroxymethyl)-1-aminocyclopentane hydrochloride Cl.O[C@H]1[C@@H](C[C@@H]([C@H]1O)CO)N